OC1CCN(CC1)C=1C=CC(=NC1)NC1=CC(=NC=2C=CNC(C12)=O)C=1C(=NC=CC1)C 4-[[5-(4-hydroxy-1-piperidyl)-2-pyridyl]amino]-2-(2-methyl-3-pyridyl)-6H-1,6-naphthyridin-5-one